pentenedioamide C(C=CCC(=O)N)(=O)N